FC1=C(C(=CC(=C1)N1C[C@](CCC1)(CCC1=CC(=CC=C1)C(F)(F)F)N(C)CCO)F)S(=O)(=O)NC1=NC=NC=C1 (R)-2,6-Difluoro-4-(3-((2-hydroxyethyl)(methyl)amino)-3-(3-(trifluoromethyl)phenethyl)piperidin-1-yl)-N-(pyrimidin-4-yl)benzenesulfonamide